3a,4-dihydroazulenid [C-]=1C=CC2CC=CC=CC12